OC(=O)C(F)(F)F.C1(CC1)N1C(=NOC1(C)C)C1[C@H]2CNC[C@@H]12 (1R,5S,6r)-6-(4-cyclopropyl-5,5-dimethyl-4,5-dihydro-1,2,4-oxadiazol-3-yl)-3-azabicyclo[3.1.0]hexane TFA salt